CC1=CC=C(C=C([C@H]([C@H]([C@@H]([C@H](C(O)=CC2=CC=C(C=C2)C)O)O)O)O)O)C=C1 di(4-methylbenzylidene)-D-sorbitol